cis-8-dimethylamino-8-(3-fluorophenyl)-3-(4-methyl-2-morpholin-4-yl-pyrimidin-5-yl)-1,3-diazaspiro[4.5]decan-2-one CN(C1(CCC2(CN(C(N2)=O)C=2C(=NC(=NC2)N2CCOCC2)C)CC1)C1=CC(=CC=C1)F)C